4-({3-Chloro-7H-pyrrolo[2,3-c]pyridazin-7-yl}methyl)-1-methylpiperidin-4-ol hydrochloride Cl.ClC1=CC2=C(N=N1)N(C=C2)CC2(CCN(CC2)C)O